ClC1=NC=CC2=C1C(=CN2C(=O)OC(C)(C)C)C2=NC(=NC(=C2)OC2CCC(CC2)C(F)(F)F)SC rel-tert-butyl 4-chloro-3-[2-(methylsulfanyl)-6-{[(1r,4r)-4-(trifluoromethyl)-cyclohexyl]oxy}pyrimidin-4-yl]-1H-pyrrolo[3,2-c]pyridine-1-carboxylate